4-(5-(1-phenylazetidin-3-yl)-2-(pyridin-4-yl)pyrazolo[1,5-a]pyrimidin-7-yl)morpholine C1(=CC=CC=C1)N1CC(C1)C1=NC=2N(C(=C1)N1CCOCC1)N=C(C2)C2=CC=NC=C2